FC(N1C(=NC2=C(C=C(C=C2C1=O)C)[C@@H](C)NC1=C(C(=O)O)C=C(C=C1)F)C1CCOCC1)F (R)-2-((1-(3-(Difluoromethyl)-6-methyl-4-oxo-2-(tetrahydro-2H-pyran-4-yl)-3,4-dihydroquinazolin-8-yl)ethyl)amino)-5-fluorobenzoic acid